1-(2-(furo[2,3-b]pyridin-5-yl)-5-(3-methoxypropyl)pyridin-3-yl)piperidine-4-carboxylic acid ethyl ester C(C)OC(=O)C1CCN(CC1)C=1C(=NC=C(C1)CCCOC)C=1C=C2C(=NC1)OC=C2